CS(=O)(=O)CN1C=C([C@H]2[C@H](O)[C@H](O)[C@@H](CO)O2)C(NC1=O)=O 1-Methanesulfonylmethylpseudouridine